C(CCCCCCCCCCCCC)C(CCCCCC)F tetradecylfluoroheptane